ClC1=C(C=CC(=C1Cl)C)N1[C@@H](CN(CC1)CC[C@@H]1CC[C@H](CC1)NC(C(C)(C)O)=O)C N-(trans-4-(2-((R)-4-(2,3-dichloro-4-methylphenyl)-3-methylpiperazin-1-yl)ethyl)cyclohexyl)-2-hydroxy-2-methylpropanamide